N-[4-(2-aminoethylcarbamoyl)phenyl]-4-[[(3R,4R)-1-(2-cyanoacetyl)-4-methyl-3-piperidyl]-methyl-amino]pyrrolo[2,3-d]pyrimidine-7-carboxamide NCCNC(=O)C1=CC=C(C=C1)NC(=O)N1C=CC2=C1N=CN=C2N(C)[C@H]2CN(CC[C@H]2C)C(CC#N)=O